N,N,N'-trimethyl-N'-ethylethylenediamine CN(CCN(CC)C)C